C(#N)N1CC2=C(C=C(C=C2C1)NC(=O)[C@H]1CN(CCC1)C)C1=CC(=CC=C1)C#N (R)-N-(2-cyano-7-(3-cyanophenyl)isoindolin-5-yl)-1-methylpiperidine-3-carboxamide